1-[3-(4-methyl-2-oxo-6,7,8,9-tetrahydro-[1]benzofuro[3,2-g]chromen-3-yl)propanoyl]-4-phenylpiperidine-4-carboxylic acid CC1=C(C(OC2=CC3=C(C=C12)C1=C(O3)CCCC1)=O)CCC(=O)N1CCC(CC1)(C(=O)O)C1=CC=CC=C1